N-(3-cyanobicyclo[1.1.1]pentan-1-yl)-2-(methylsulfonamido)-5-(trifluoromethyl)benzamide C(#N)C12CC(C1)(C2)NC(C2=C(C=CC(=C2)C(F)(F)F)NS(=O)(=O)C)=O